(5-{1,4-dioxaspiro[4.5]dec-7-en-8-yl}-3-methyl-2-oxo-1,3-benzodiazol-1-yl)piperidine-2,6-dione O1CCOC12CC=C(CC2)C2=CC1=C(N(C(N1C)=O)N1C(CCCC1=O)=O)C=C2